tert-butyl 8-[3-[4-(2-methoxy-2-oxo-ethyl)cyclohexoxy]phenyl]-3,8-diazabicyclo[3.2.1]octane-3-carboxylate COC(CC1CCC(CC1)OC=1C=C(C=CC1)N1C2CN(CC1CC2)C(=O)OC(C)(C)C)=O